4-chloro-7-fluoro-1-methyl-2-oxo-1,2-dihydroquinoline-3-carbonitrile ClC1=C(C(N(C2=CC(=CC=C12)F)C)=O)C#N